CC=1C=C2C=CN=C(C2=C(C1)C)N(C(=O)C=1C=NC(=CC1)C=1SC(=NN1)COC)[C@H]1CNCCC1 N-(6,8-dimethyl-1-isoquinolyl)-6-[5-(methoxymethyl)-1,3,4-thiadiazol-2-yl]-N-[(3R)-3-piperidyl]pyridine-3-carboxamide